9-((4-(((R)-1-(3-bromophenyl)ethyl)amino)-6-methoxy-2-methylquinazolin-7-yl)-oxy)-N-((2-(2,6-dioxopiperidin-3-yl)-1-oxoisoindolin-4-yl)methyl)nonanamide BrC=1C=C(C=CC1)[C@@H](C)NC1=NC(=NC2=CC(=C(C=C12)OC)OCCCCCCCCC(=O)NCC1=C2CN(C(C2=CC=C1)=O)C1C(NC(CC1)=O)=O)C